FC=1C(=NC(=NC1)NC1=CC(=C(C=C1)OCCCN1CCCCC1)OC)NC=1C=NC2=CC=CC=C2C1 5-fluoro-2-[3-methoxy-4-(3-piperidinopropoxy)phenylamino]-4-(3-quinolylamino)pyrimidine